C1CCC12C=C(CNN2)C(=O)N 8,9-diazaspiro[3.5]non-5-ene-6-carboxamide